butyl-(7-hydroxyheptyl)dimethylammonium tert-butyl-(2R,3S,4S)-4-[(tert-butoxycarbonyl)oxy]-2-{[4-(difluoromethyl)phenyl]methyl}-3-[(4-nitrophenoxycarbonyl)oxy]pyrrolidine-1-carboxylate C(C)(C)(C)OC(=O)N1[C@@H]([C@@H]([C@H](C1)OC(=O)OC(C)(C)C)OC(=O)OC1=CC=C(C=C1)[N+](=O)[O-])CC1=CC=C(C=C1)C(F)F.C(CCC)[N+](C)(C)CCCCCCCO